2-(methylsulfonamido)thiophene-3-carboxylic acid CS(=O)(=O)NC=1SC=CC1C(=O)O